[(3R,4S,5R,6R)-3,5-dihydroxy-6-(hydroxymethyl)-4-[(3R,4S,5S,6R)-3,4,5-trihydroxy-6-(hydroxymethyl)oxan-2-yl]oxyoxan-2-yl]oxy-6-(hydroxymethyl)oxane-2,3,5-triol O[C@H]1C(O[C@@H]([C@H]([C@@H]1OC1O[C@@H]([C@H]([C@@H]([C@H]1O)O)O)CO)O)CO)OC1(OC(C(CC1O)O)CO)O